C1(=CC=CC=C1)C1=C(C(=CC=C1)C#N)C1=CC=CC=C1 [1,1':2',1''-terphenyl]-3'-carbonitrile